2-[(2-amino-6-oxo-3H-purin-9-yl)methoxy]ethyl (2S)-2-amino-3-methylbutanoate N[C@H](C(=O)OCCOCN1C=2NC(=NC(C2N=C1)=O)N)C(C)C